OCCN1C([C@H](CC1)NC(=O)C1=C(SC2=C1C=C(C=C2)OCC2=C(N=CS2)C)C)=O N-[(3S)-1-(2-hydroxyethyl)-2-oxopyrrolidin-3-yl]-2-methyl-5-[(4-methyl-1,3-thiazol-5-yl)methoxy]-1-benzothiophene-3-carboxamide